COC(COC(COC)C)C 2-methoxy-1-((1-methoxypropan-2-yl)oxy)propane